CNC(C1=CC(=CC(=C1)N1N=CC=C1)OC1=NC=CC=C1C1=CC(=NC=C1)C)=O N-methyl-3-((2'-methyl-[3,4'-bipyridin]-2-yl)oxy)-5-(1H-pyrazol-1-yl)benzamide